(S)-ethyl 2-(tert-butoxy)-2-(7-(4-chlorophenyl)-2-(3-((S)-3-(dimethylamino)pyrrolidin-1-yl)-1-methyl-1H-indazol-5-yl)-5-methylbenzo[d]thiazol-6-yl)acetate C(C)(C)(C)O[C@H](C(=O)OCC)C1=C(C2=C(N=C(S2)C=2C=C3C(=NN(C3=CC2)C)N2C[C@H](CC2)N(C)C)C=C1C)C1=CC=C(C=C1)Cl